N1C=CC=2C1=NC=C(C2)C=2C(=C1CCCC1=CC2)NC(=O)NS(=O)(=O)C=2SC=C(C2)C(C)(C)O N-((5-(1H-pyrrolo[2,3-b]pyridin-5-yl)-2,3-dihydro-1H-inden-4-yl)carbamoyl)-4-(2-hydroxypropan-2-yl)thiophene-2-sulfonamide